(2R)-2-[4-fluoro-3-(trifluoromethoxy)phenyl]-2-methoxy-N-[5-[[(3R)-1-pyridazin-3-ylpyrrolidin-3-yl]amino]-1,3,4-thiadiazol-2-yl]acetamide FC1=C(C=C(C=C1)[C@H](C(=O)NC=1SC(=NN1)N[C@H]1CN(CC1)C=1N=NC=CC1)OC)OC(F)(F)F